CC/C=C\\C/C=C\\C/C=C\\C/C=C\\C/C=C\\CCCCCCCCCCCCCCCC(=O)CC(=O)SCCNC(=O)CCNC(=O)[C@@H](C(C)(C)COP(=O)(O)OP(=O)(O)OC[C@@H]1[C@H]([C@H]([C@@H](O1)N2C=NC3=C(N=CN=C32)N)O)OP(=O)(O)O)O The molecule is an unsaturated fatty acyl-CoA that results from the formal condensation of the thiol group of coenzyme A with the carboxy group of (19Z,22Z,25Z,28Z,31Z)-3-oxotetratriacontapentaenoic acid. It is a 3-oxo-fatty acyl-CoA, an unsaturated fatty acyl-CoA and an ultra-long-chain fatty acyl-CoA. It is a conjugate acid of a (19Z,22Z,25Z,28Z,31Z)-3-oxotetratriacontapentaenoyl-CoA(4-).